COC=1C=C(OC2=CC=C(C=N2)N2CNC3=C2C=NC=C3)C=CC1C 3-[6-(3-methoxy-4-methyl-phenoxy)-3-pyridyl]-1H-imidazo[4,5-c]pyridin